1-Biotinamido-4-[maleimidomethyl]cyclohexanecarboxamide C(CCCC[C@@H]1SC[C@@H]2NC(=O)N[C@H]12)(=O)NC1(CCC(CC1)CN1C(C=CC1=O)=O)C(=O)N